acetic acid trans-2-hexenoate C(\C=C\CCC)(=O)O.C(C)(=O)O